[Si](C)(C)(C(C)(C)C)OCSC1(C(N(C(C(N1C)=O)=O)C)=O)CC#C 6-((((Tert-butyldimethylsilyl)oxy)methyl)thio)-1,4-dimethyl-6-(prop-2-yn-1-yl)piperazine-2,3,5-trione